11Z-Nonadecenal C(C=CCCCCCCCCCCCCCCCC)=O